(3S)-1-(2-((5-amino-6-(2-fluoro-6-methoxyphenyl)pyridin-2-yl)amino)-5-(1-(2,2,2-trifluoroethyl)-1H-pyrazol-4-yl)pyridin-4-yl)piperidin-3-ol NC=1C=CC(=NC1C1=C(C=CC=C1OC)F)NC1=NC=C(C(=C1)N1C[C@H](CCC1)O)C=1C=NN(C1)CC(F)(F)F